(3aS,4S,6aS)-N-(5-chloro-2,4-difluorophenyl)-N-(2H3)methyl-2,2,6a-trimethyl-5-[6-(2H3)methyl-4-(trifluoromethyl)pyridin-2-yl]-6-oxo-hexahydro-[1,3]dioxolo[4,5-c]pyrrole-4-carboxamide ClC=1C(=CC(=C(C1)N(C(=O)[C@@H]1[C@H]2[C@@](C(N1C1=NC(=CC(=C1)C(F)(F)F)C([2H])([2H])[2H])=O)(OC(O2)(C)C)C)C([2H])([2H])[2H])F)F